(4-Bromo-5-nitrothiophen-2-yl)methanol BrC=1C=C(SC1[N+](=O)[O-])CO